FC1=C(C(=CC=C1)C(=C)C)C=1N(C=CC1)C(=O)OC(C)(C)C tert-butyl 2-(2-fluoro-6-(prop-1-en-2-yl) phenyl)-1H-pyrrole-1-carboxylate